ClC1=C(C(=CC=C1)F)C1=CC=C2C(N(CN(C2=C1)S(=O)(=O)C1=CC(=CC=C1)C(F)(F)F)CC(C(=O)O)(C)C)=O 3-(7-(2-chloro-6-fluorophenyl)-4-oxo-1-((3-(trifluoromethyl)phenyl)sulfonyl)-1,2-dihydroquinazolin-3(4H)-yl)-2,2-dimethylpropionic acid